C\C(=C/CC[C@@]1([C@H](CC=2C(=C3CN(C(C3=CC2O)=O)[C@H](C(=O)O)CCCN2C(C3=CC(=C4C(=C3C2)O[C@@]([C@H](C4)O)(CC\C=C(\CCC=C(C)C)/C)C)O)=O)O1)O)C)\CCC=C(C)C (S)-2,5-bis((2R,3S)-2-((E)-4,8-dimethylnonan-3,7-dien-1-yl)-3,5-Dihydroxy-2-methyl-7-oxo-3,4,7,9-tetrahydropyrano[2,3-E]isoindol-8(2H)-yl)valeric acid